ClC1=CC(=C(C=C1)CC(C(=O)O)(F)F)C(F)(F)F 4-chloro-α,α-difluoro-2-(trifluoromethyl)-phenylpropionic acid